C(N)(=O)C1=C(OCC(=O)C2=C(N(C(=C2)C)CCC(=O)OC)C)C=CC=C1 methyl 3-(3-(2-(2-carbamoylphenoxy)acetyl)-2,5-dimethyl-1H-pyrrol-1-yl)propanoate